COC1=C(CN(S(=O)(=O)C2=C(C(=O)O)C(=C(C(=C2F)F)F)F)CC2=C(C=C(C=C2)OC)OC)C=CC(=C1)OC 2-(N,N-bis(2,4-dimethoxybenzyl)sulfamoyl)-3,4,5,6-tetrafluorobenzoic acid